7-[4-[cis-5-methyl-2,3,3a,4,6,6a-hexahydropyrrolo[2,3-c]pyrrol-1-yl]-5,6-difluoro-8-(methylamino)-9H-pyrido[2,3-b]indol-3-yl]-1-(morpholinomethyl)-4-oxo-quinolizine-3-carboxylic acid CN1C[C@@H]2[C@H](C1)CCN2C2=C(C=NC=1NC3=C(C=C(C(=C3C12)F)F)NC)C1=CN2C(C(=CC(=C2C=C1)CN1CCOCC1)C(=O)O)=O